ClC1=C(C(=CC=C1)Cl)C=1N=C2C=3C=C(C=NC3C=CN2C1C)C=1C=NN(C1)C12CCN(CC2C1)C(CO)=O 1-(6-(4-(2-(2,6-Dichlorophenyl)-3-methylimidazo[2,1-f][1,6]naphthyridin-9-yl)-1H-pyrazol-1-yl)-3-azabicyclo[4.1.0]heptan-3-yl)-2-hydroxyethan-1-one